Cl.O1N=C(C2=C1C=CC=C2)C2=C(C=C(C=C2)OC)[C@H](CC2=NC=CC=C2)N (S)-1-[2-(Benzo[d]isoxazol-3-yl)-5-methoxyphenyl]-2-(pyridine-2-yl)ethan-1-amine hydrochloride